N-(4-((4-(2-(4-(3-(piperazin-1-yl)propoxy)phenyl)propan-2-yl)phenoxy)methyl)pyrimidine-2-yl)methylsulfonamide N1(CCNCC1)CCCOC1=CC=C(C=C1)C(C)(C)C1=CC=C(OCC2=NC(=NC=C2)CNS(=O)=O)C=C1